C(CCCCCCC\C=C/CCCCCCCC)(=O)C(C(=O)N)(CCCC(=O)N)C(CCCCCCC\C=C/CCCCCCCC)=O dioleoyl-hexanediamide